C(#N)C1=C(C=CC(=C1)N1CCN(CC1)C)NC1=NC=C(C(=N1)NCCCNC(=O)C1CCC1)C(F)F N-(3-((2-((2-cyano-4-(4-methylpiperazin-1-yl)phenyl)amino)-5-(difluoromethyl)pyrimidin-4-yl)amino)propyl)cyclobutanecarboxamide